C(C1=CC=CC=C1)OC1=CC=C2C=C(NC2=C1)CNC(=O)C1(CC1)C N-((6-(benzyloxy)-1H-indol-2-yl)methyl)-1-methylcyclopropanecarboxamide